methyl-[1-[3-[(1S)-1-(2,2-difluoro-1,3-benzodioxol-5-yl) ethoxy] phenyl]-3-(trifluoromethyl)-4,5,6,7-tetrahydroindazole-7-carbonyl] piperidine-4-carboxylate N1CCC(CC1)C(=O)OC(=O)C1CCC(C=2C(=NN(C12)C1=CC(=CC=C1)O[C@@H](C)C1=CC2=C(OC(O2)(F)F)C=C1)C(F)(F)F)C